6-(4-Ethyl-3-(hydroxymethyl)-5-oxo-4,5-dihydro-1H-1,2,4-triazol-1-yl)-7-fluoro-2-(3-fluoro-2-methylphenyl)-4-(prop-1-en-2-yl)isoquinolin-1(2H)-one C(C)N1C(=NN(C1=O)C=1C=C2C(=CN(C(C2=CC1F)=O)C1=C(C(=CC=C1)F)C)C(=C)C)CO